(E)-N-(4-(1-(4-(4-(5-((2-(2,6-dioxopiperidin-3-yl)-1-oxoisoindolin-5-yl)thio)pentyl)piperazin-1-yl)benzoyl)piperidin-4-yl)butyl)-3-(pyridin-3-yl)acrylamide O=C1NC(CCC1N1C(C2=CC=C(C=C2C1)SCCCCCN1CCN(CC1)C1=CC=C(C(=O)N2CCC(CC2)CCCCNC(\C=C\C=2C=NC=CC2)=O)C=C1)=O)=O